CN(CCNC(CCCC=1N=C(N(C1)C1=CC=CC=C1)C1=C(C(=O)N)C=CC=C1C=1C=NN(C1)C)=O)C (4-(4-((2-(dimethylamino)ethyl)amino)-4-oxobutyl)-1-phenyl-1H-imidazol-2-yl)-3-(1-methyl-1H-pyrazol-4-yl)benzamide